C(CCC)NC=1OC(=NN1)C=1C(=NC=CC1C1=C(C=CC=C1)F)Cl N-butyl-5-(2-chloro-4-(2-fluorophenyl)pyridin-3-yl)-1,3,4-oxadiazol-2-amine